ClC=1C=C2C=CN(C2=C(C1)C1=NC=NN2C1=CC(=C2)CN2C(C1C(C1C2=O)(C)C)=O)CC2CNCC(C2)(F)F 3-((4-(5-chloro-1-((5,5-difluoropiperidin-3-yl)methyl)-1H-indol-7-yl)pyrrolo[2,1-f][1,2,4]triazin-6-yl)methyl)-6,6-dimethyl-3-azabicyclo[3.1.0]hexane-2,4-dione